2,2'-(((oxybis(ethane-2,1-diyl))bis(oxy))bis(3,1-phenylene))diacetic acid O(CCOC=1C=C(C=CC1)CC(=O)O)CCOC=1C=C(C=CC1)CC(=O)O